COC=1C=C(CCC2=CC(=NN2)NC(C2=CC=C(C=C2)N2C[C@H](N([C@H](C2)C)CC2=C(C=CC=C2)C2C(NC(CC2)=O)=O)C)=O)C=C(C1)OC N-(5-(3,5-dimethoxyphenethyl)-1H-pyrazol-3-yl)-4-((3R,5S)-4-(2-(2,6-dioxopiperidin-3-yl)benzyl)-3,5-dimethylpiperazin-1-yl)benzamide